CNC1=NNC(=C1)CC1COCC1 n-methyl-5-((tetrahydrofuran-3-yl)methyl)-1H-pyrazol-3-amine